2-(trifluoromethyl)benzoic acid ethyl ester C(C)OC(C1=C(C=CC=C1)C(F)(F)F)=O